O6-[2-[[2-(1-adamantyl)acetyl]oxymethyl]-2-(hydroxymethyl)-3-[6-oxo-6-[rac-(Z)-non-3-enoxy]hexanoyl]oxy-propyl] O1-[rac-(Z)-non-3-enyl] hexanedioate C(CCCCC(=O)OCC(COC(CCCCC(OCC\C=C/CCCCC)=O)=O)(CO)COC(CC12CC3CC(CC(C1)C3)C2)=O)(=O)OCC\C=C/CCCCC